Pentafluorophenylaluminum FC1=C(C(=C(C(=C1[Al])F)F)F)F